phenylethynyl-boric acid C1(=CC=CC=C1)C#COB(O)O